(S)-4-(7-cyclohexyl-5-cyclopropyl-7H-pyrrolo[2,3-d]pyrimidin-4-yl)-3-methylpiperazine-1-carboxylic acid tert-butyl ester C(C)(C)(C)OC(=O)N1C[C@@H](N(CC1)C=1C2=C(N=CN1)N(C=C2C2CC2)C2CCCCC2)C